N-[4-({6,6-difluorobicyclo[3.1.0]hexan-3-yl}oxy)-3-fluorophenyl]-2-(pyrrolidin-1-yl)-5-(2,2,2-trifluoroethyl)oxazole-4-carboxamide FC1(C2CC(CC12)OC1=C(C=C(C=C1)NC(=O)C=1N=C(OC1CC(F)(F)F)N1CCCC1)F)F